3-(2-(5-(4-methoxybenzylidene)-3-(3-isopropylphenyl)-4-oxothiazolidine-2-ylidene)hydrazono)-5-bromo-1H-indol-2-one COC1=CC=C(C=C2C(N(C(S2)=NN=C2C(NC3=CC=C(C=C23)Br)=O)C2=CC(=CC=C2)C(C)C)=O)C=C1